C(#C)C=1C(=CC2=C(N=CO2)C1F)F 5-ethynyl-4,6-difluorobenzo[d]oxazole